FC(OC1=CC=C(CNC2=CC=C(C=C2)NC(CCC#C)=O)C=C1)(F)F N-(4-((4-(trifluoromethoxy)benzyl)amino)phenyl)pent-4-ynamide